COC1=CC=C(C=C1)C(\C=C\C1=CC=C(C=C1)OC)=O (E)-1,3-bis(4-methoxyphenyl)prop-2-en-1-one